ethyl 2-[[[1-[3-[2-(cyclopropanecarbonylamino) imidazo[1,2-a]pyridin-5-yl] phenyl] pyrazol-3-yl]-[(2-ethoxy-1,1-dimethyl-2-oxoethyl) amino] phosphoryl] amino]-2-methyl-propanoate C1(CC1)C(=O)NC=1N=C2N(C(=CC=C2)C=2C=C(C=CC2)N2N=C(C=C2)P(=O)(NC(C(=O)OCC)(C)C)NC(C(=O)OCC)(C)C)C1